2,4-dichloro-5-fluorobenzene ClC1=CC=C(C(=C1)Cl)F